N-(cyanomethyl)pyridinamide C(#N)CNC(=O)C1=NC=CC=C1